COC(=O)C1=CC=C(C=C1)C1CC2(CC(C2)=O)CCN1C(=O)OCC1=CC=CC=C1 benzyl 6-(4-(methoxycarbonyl)phenyl)-2-oxo-7-azaspiro[3.5]nonane-7-carboxylate